C(#C)C1=CC=C(C=C1)CNC(=O)[C@H]1N(C[C@@H](C1)O)C([C@H](C(C)(C)C)NC([O-])=O)=O N-[(2S)-1-[(2S,4R)-2-{[(4-ethynylphenyl)methyl]carbamoyl}-4-hydroxypyrrolidin-1-yl]-3,3-dimethyl-1-oxobutan-2-yl]carbamate